ClC1=C(C(C(=C(C1=O)Cl)Cl)(Cl)Cl)Cl hexachlorocyclohexa-2,5-dien-1-one